NC=1C=C(C2=C(N(C=N2)C)C1C#N)C1=CC=C(C=C1)OC(F)(F)F 6-amino-1-methyl-4-(4-(trifluoromethoxy)phenyl)-1H-benzo[d]imidazole-7-carbonitrile